S1C(=CC=C1)C1=NC(=NC=C1)S 4-(2-thienyl)pyrimidine-2-thiol